FC1(CC(C1)CC(=O)N[C@H]([C@H](C)OC)C=1C=C(N=NC1)N(C(OC(C)(C)C)=O)CC1=CC=C(C=C1)OC)F tert-butyl (5-((1S,2S)-1-(2-(3,3-difluorocyclobutyl)acetamido)-2-methoxypropyl)pyridazin-3-yl)(4-methoxybenzyl)carbamate